FC(C=1N(C(C2=C(N1)C(=NC(=N2)N2C[C@@H](OCC2)C=2C=NN(C2)C)C21CC(C2)(C1)C(F)F)=O)C)F 2-(difluoromethyl)-8-[3-(difluoromethyl)-1-bicyclo[1.1.1]pentanyl]-3-methyl-6-[(2S)-2-(1-methylpyrazol-4-yl)morpholino]pyrimido[5,4-d]pyrimidin-4-one